C(CCCCCCCC(=O)OCCCCCCCCCC)(=O)OCC(COC(CCC(OCCCCCCCC)OCCCCCCCC)=O)COC(=O)OCC1CN(CCC1)C 1-(3-((4,4-bis(octyloxy)butanoyl)oxy)-2-(((((1-methylpiperidin-3-yl)methoxy)carbonyl)oxy)methyl)propyl) 9-decyl nonanedioate